CC1=C(C=C(C=C1)[C@@H]1O[C@@H]([C@H]([C@@H]([C@H]1O)O)O)CCC)CC1=CC=C(C=C1)CCCC(=O)NC1(CCCCC1)NC=O 1-[4-[4-[[2-methyl-5-[(2S,3R,4S,5S,6R)-3,4,5-trihydroxy-6-propyl-tetrahydropyran-2-yl]phenyl]methyl]phenyl]butyrylamino]cyclohexylformamide